ClC1=CC=C(CN2N=C3C4=C(CCC3=C2)OC(=C4C)C(=O)NCC4OCCC4)C=C1 2-(4-chlorobenzyl)-8-methyl-N-(tetrahydrofuran-2-ylmethyl)-4,5-dihydro-2H-furo[2,3-g]indazole-7-carboxamide